C(CCCCCCCCCCC)[Si](OCC)(OCC)OCC Dodecyltriethoxy-silan